(S)-3-(4,4-difluorocyclohexyl)-6,7-difluoro-3-(4-(4,4,5,5-tetramethyl-1,3,2-dioxaborolan-2-yl)phenyl)indolin-2-one FC1(CCC(CC1)[C@]1(C(NC2=C(C(=CC=C12)F)F)=O)C1=CC=C(C=C1)B1OC(C(O1)(C)C)(C)C)F